(S)-N-(6-(difluoromethyl)pyridin-2-yl)-6-methoxy-2-((tetrahydrofuran-3-yl)methyl)-2H-indazole-5-carboxamide FC(C1=CC=CC(=N1)NC(=O)C1=CC2=CN(N=C2C=C1OC)C[C@H]1COCC1)F